NC/C(/COC1=CC=C(C=C1)S(=O)(=O)CC12CCC(CC1)(CC2)C(=O)NC(C)(C)C)=C/F (Z)-4-(((4-((2-(aminomethyl)-3-fluoroallyl)oxy)phenyl)sulfonyl)methyl)-N-(tert-butyl)bicyclo[2.2.2]octane-1-carboxamide